6-[(3-methoxybenzyl)(4-dimethylaminobenzyl)aminocarbonyloxyethoxy]pyridine COC=1C=C(CC(COC2=CC=CC=N2)OC(=O)NCC2=CC=C(C=C2)N(C)C)C=CC1